1,2-bis(vinyl)benzene C(=C)C1=C(C=CC=C1)C=C